di-tert-butyl (R)-5-(2-(((4-nitrophenyl) sulfonyl) oxy)-3-phenylpropionamido)-1H-indole-1,2-dicarboxylate [N+](=O)([O-])C1=CC=C(C=C1)S(=O)(=O)O[C@@H](C(=O)NC=1C=C2C=C(N(C2=CC1)C(=O)OC(C)(C)C)C(=O)OC(C)(C)C)CC1=CC=CC=C1